(2S)-1-[(2-{[(2-Methylbiphenyl-3-yl)amino]carbonyl}-1,3-thiazol-5-yl)methyl]piperidin CC1=C(C=CC=C1NC(=O)C=1SC(=CN1)CN1CCCCC1)C1=CC=CC=C1